BrC1(NC=CC=C1)OC 2-Bromo-2-methoxypyridine